BrC=1C=NC=2CCN(CC2C1)CC1=C(C=CC(=C1)OC(F)(F)F)F 3-bromo-6-(2-fluoro-5-(trifluoromethoxy)benzyl)-7,8-dihydro-1,6-naphthyridine